C(C)(C)(C)OC(=O)NC=1C=CC(N(C1)CC(=O)OC)=O Methyl 2-{5-[(tert-butoxycarbonyl)amino]-2-oxopyridin-1-yl}acetate